ClC1=C(OCCO)C=C(C(=C1)N1CC(N[C@@H]2CCCC[C@H]12)(C)C)F 2-(2-chloro-4-((4aR,8aS)-3,3-dimethyloctahydroquinoxalin-1(2H)-yl)-5-fluorophenoxy)ethan-1-ol